FC1=CC=C(OC=2C=CC(=NC2)NC([C@H](C)N2CCN(CC2)C(=O)C2=CNC(C=C2)=O)=O)C=C1 (S)-N-(5-(4-fluorophenoxy)pyridin-2-yl)-2-(4-(6-oxo-1,6-dihydropyridine-3-carbonyl)piperazin-1-yl)propanamide